7-Chloro-2-hydroxy-1-methyl-5-phenyl-1,5-dihydro-4H-imidazo[4,5-c]quinoline ClC=1C=CC=2C3=C(CN(C2C1)C1=CC=CC=C1)N=C(N3C)O